(R)-2-methyl-1-(4-methyl-5-(7-(pyrrolidin-3-ylamino)-2,6-naphthyridin-1-yl)-1H-indazol-1-yl)propan-2-ol CC(CN1N=CC2=C(C(=CC=C12)C1=NC=CC2=CN=C(C=C12)N[C@H]1CNCC1)C)(C)O